2,2-di(t-Butylperoxy)butane C(C)(C)(C)OOC(C)(CC)OOC(C)(C)C